4-[(3-chlorophenyl)-methoxy]pyrrolidine-2-carboxylic acid ClC=1C=C(C=CC1)COC1CC(NC1)C(=O)O